N-(2-dimethylaminoethyl)-1-[4-[4-[[2-methyl-5-[(2S,3R,4S,5S,6R)-3,4,5-trihydroxy-6-propyl-tetrahydropyran-2-yl]phenyl]methyl]phenyl]butyrylamino]cyclohexylformamide CN(CCN(C=O)C1(CCCCC1)NC(CCCC1=CC=C(C=C1)CC1=C(C=CC(=C1)[C@@H]1O[C@@H]([C@H]([C@@H]([C@H]1O)O)O)CCC)C)=O)C